ClC1=C2C(=NC(=C1)C(=O)OC)CCC2 methyl 4-chloro-6,7-dihydro-5H-cyclopenta[b]pyridine-2-carboxylate